C(=O)O.NC1CC2CCC(C1)N2C(=O)C2=CC(=C(S2)C2=CC1=C(C(=NO1)C)C=C2F)C2=CC(=C(C#N)C=C2)F 4-(5-(3-amino-8-azabicyclo[3.2.1]octane-8-carbonyl)-2-(5-fluoro-3-methylbenzo[d]isoxazol-6-yl)thiophen-3-yl)-2-fluorobenzonitrile formate salt